(R)-1-(3-(8-methoxyimidazo[1,2-a]pyrazin-6-yl)phenyl)ethan-1-amine COC=1C=2N(C=C(N1)C=1C=C(C=CC1)[C@@H](C)N)C=CN2